methyl 5-bromo-6-hydroxy-4-methylpicolinate BrC=1C(=CC(=NC1O)C(=O)OC)C